4-(tert-butyl)-8-(3-fluoro-1H-pyrazol-4-yl)-4-hydroxy-1,3,4,5-tetrahydro-6H-pyrano[4,3-b]thieno[3,2-d]pyridin-6-one C(C)(C)(C)C1(COCC2=C1NC(C1=C2C=C(S1)C=1C(=NNC1)F)=O)O